(S)-5-(3-(2-methyl-5-((5-(1,1,1-trifluoro-2-methylpropan-2-yl)isoxazol-3-yl)carbamoyl)phenyl)pyrrolidin-1-yl)nicotinamide CC1=C(C=C(C=C1)C(NC1=NOC(=C1)C(C(F)(F)F)(C)C)=O)[C@H]1CN(CC1)C=1C=NC=C(C(=O)N)C1